C(C)(=O)OC[C@@H]1C([C@@H]1CCO[Si](C)(C)C(C)(C)C)(F)F |r| rac-((1R,3R)-3-(2-((tert-butyldimethylsilyl)oxy)ethyl)-2,2-difluorocyclopropyl)methyl acetate